OC1=C(C(=O)C2=CC=CC=C2)C(=CC(=C1)OC)O 2,6-dihydroxy-4-Methoxybenzophenone